4-[2-phenoxyethyl-[4-(5,6,7,8-tetrahydro-1,8-naphthyridin-2-yl)butyl]amino]-2-(3-phenylpropanoylamino)butanoic acid O(C1=CC=CC=C1)CCN(CCC(C(=O)O)NC(CCC1=CC=CC=C1)=O)CCCCC1=NC=2NCCCC2C=C1